1,5-dimethyl-2-oxo-N-phenyl-6,7-dihydro-5H-cyclopenta[b]pyridine-3-carboxamide CN1C2=C(C=C(C1=O)C(=O)NC1=CC=CC=C1)C(CC2)C